C(C)(=O)N[C@@H](C(=O)N1[C@@H]([C@@H]2[C@H](C1)CCC2)C(=O)N[C@@H](C[C@@H]2C(NCC2)=O)\C=C(\S(=O)(=O)C)/F)C2=CC=CC=C2 (1S,3aR,6aS)-2-((R)-2-acetamido-2-phenylacetyl)-N-((S,E)-4-fluoro-4-(methylsulfonyl)-1-((R)-2-oxopyrrolidin-3-yl)but-3-en-2-yl)octahydrocyclopenta[c]pyrrole-1-carboxamide